methyl((1-((2-(3,5-dichlorophenyl)-6-((6-(piperazin-1-yl)pyridin-3-yl) oxy)pyridin-4-yl)methyl)-4-hydroxypiperidin-4-yl)methyl)carbamate COC(NCC1(CCN(CC1)CC1=CC(=NC(=C1)OC=1C=NC(=CC1)N1CCNCC1)C1=CC(=CC(=C1)Cl)Cl)O)=O